NC1=NC=C2C=C(C=NC2=C1)C=1C(=CC(=NC1)C(C)=O)C 1-[5-(7-amino-1,6-naphthyridin-3-yl)-4-methylpyridin-2-yl]ethanone